CC1=CC=C(C=C1)S(=O)(=O)OCC1CC2=C(C(=NC=C2C)C)C1 (1,4-dimethyl-6,7-dihydro-5H-cyclopenta[c]pyridin-6-yl)methyl 4-methylbenzenesulfonate